2-{2-[2-(3-{2-acetyl-2-azaspiro[3.3]heptan-6-yl}-5'-fluoro-1'-methyl-1H,1'H-[4,6'-biindazol]-1-yl)acetamido]acetamido}acetic acid C(C)(=O)N1CC2(C1)CC(C2)C2=NN(C=1C=CC=C(C21)C2=C(C=C1C=NN(C1=C2)C)F)CC(=O)NCC(=O)NCC(=O)O